FC1=CC=C(C=C1)C(N)=N 4-fluorobenzenecarboximidamide